N1C(=O)NC(=O)CC1S(=O)(=O)[O-] 5,6-dihydro-uracil-6-sulfonate